1-[2-amino-3,3-dimethylbutanoyl]-4-hydroxy-N-[1-[4-(4-methyl-1,3-thiazol-5-yl)phenyl]cyclopropyl]pyrrolidine-2-carboxamide NC(C(=O)N1C(CC(C1)O)C(=O)NC1(CC1)C1=CC=C(C=C1)C1=C(N=CS1)C)C(C)(C)C